OCCCS(=O)(=O)N(CC1=CC=C(C=C1)OC)CC1=CC=C(C=C1)OC 3-hydroxy-N,N-bis(4-methoxybenzyl)propane-1-sulfonamide